N1(C=NC=C1)C1=NC(=C2NC=NC2=N1)C(=O)NC1CCC(CC1)C(F)(F)F 2-(1H-imidazol-1-yl)-N-((1r,4r)-4-(trifluoromethyl)cyclohexyl)-7H-purine-6-carboxamide